OC(C)(C)C1=NOC(=C1)C(=O)NCC=1N=NC(=CC1)C1=CC=CC=C1 3-(2-hydroxypropan-2-yl)-N-((6-phenylpyridazin-3-yl)methyl)isoxazole-5-carboxamide